C(C1=CC=CC=C1)OC(=O)N1CCC2=CC=CC=C12 2,3-dihydro-1H-indole-1-carboxylic acid benzyl ester